5-(4-fluorophenyl)-2-isoxazoline-3-carboxylic acid FC1=CC=C(C=C1)C1CC(=NO1)C(=O)O